FC(OC1=C(C#N)C=CC=C1)(F)F 2-(trifluoromethoxy)Benzonitrile